methyl (S,E)-(1-((1-((5,6-difluoro-1-(2-isopropoxyethyl)-1H-benzo[d]imidazol-2-yl)methyl)-2-oxo-1,2-dihydropyridin-3-yl)amino)-7-(dimethylamino)-1,7-dioxohept-5-en-2-yl)carbamate FC1=CC2=C(N(C(=N2)CN2C(C(=CC=C2)NC([C@H](CC\C=C\C(=O)N(C)C)NC(OC)=O)=O)=O)CCOC(C)C)C=C1F